5-(3,5-dibromophenyl)benzimidazolo[1,2-a]Benzimidazole BrC=1C=C(C=C(C1)Br)N1C2=C(C=CC=C2)N2C1=NC1=C2C=CC=C1